CC1=NC=C(C(=O)NCCOC2=CC=C(C=C2)C=2C=C3C=NN(C3=CC2)C)C=C1 6-methyl-N-(2-(4-(1-methyl-1H-indazol-5-yl)phenoxy)ethyl)nicotinamide